[Na].C=O formaldehyde sodium